(R)-N-(7-(4-Fluorobenzofuran-7-carbonyl)-8-methyl-3-(3-methyl-1,2,4-thiadiazol-5-yl)-5,6,7,8-Tetrahydroimidazo[1,5-a]-pyrazin-1-yl)acetamide FC1=CC=C(C2=C1C=CO2)C(=O)N2[C@@H](C=1N(CC2)C(=NC1NC(C)=O)C1=NC(=NS1)C)C